OC=1C(=C(C(=CC1)C)NC(=O)C1=CN=C(S1)NC1=NN(C=C1)CC(=O)O)C 2-[3-[[5-[(3-hydroxy-2,6-dimethyl-phenyl)carbamoyl]thiazol-2-yl]amino]pyrazol-1-yl]acetic acid